4-[(4-TERT-BUTYL-2-METHYLPHENOXY)METHYL]PHENYLBORONIC ACID C(C)(C)(C)C1=CC(=C(OCC2=CC=C(C=C2)B(O)O)C=C1)C